n-pentylphenyl-phosphorus bromide C(CCCC)P(C1=CC=CC=C1)Br